4-((1-(tert-butoxycarbonyl)azetidin-3-yl)oxy)benzoic acid C(C)(C)(C)OC(=O)N1CC(C1)OC1=CC=C(C(=O)O)C=C1